CC(C)=CCC/C(C)=C/CC/C(C)=C/CC[C@]1(C)CCC2C(C)=C(O)C(C)=C(C)C=2O1 α-TOCOTRIENOL